1-[4-(benzylamino)-5,6,7,8-tetrahydroquinazolin-2-yl]-2-methyl-indole-4-carbonitrile C(C1=CC=CC=C1)NC1=NC(=NC=2CCCCC12)N1C(=CC=2C(=CC=CC12)C#N)C